N-(carboxyphenyl)maleimide C(=O)(O)C1=C(C=CC=C1)N1C(C=CC1=O)=O